O1COC=2C1=CC=1C=C(NC1C2)C(=O)O 5H-[1,3]dioxolo[4,5-f]indole-6-carboxylic acid